COC=1C(C=CC(C1C)=O)=O methoxy-3-methyl-1,4-benzoquinone